N'-((4-fluoro-2,6-diisopropylphenyl)carbamoyl)-3-(methylsulfonyl)benzenesulfonimidamide FC1=CC(=C(C(=C1)C(C)C)NC(=O)N=S(=O)(N)C1=CC(=CC=C1)S(=O)(=O)C)C(C)C